1-(tert-butyl) 2-methyl (2R,4S)-4-((tert-butyldimethylsilyl)oxy)-pyrrolidine-1,2-dicarboxylate [Si](C)(C)(C(C)(C)C)O[C@H]1C[C@@H](N(C1)C(=O)OC(C)(C)C)C(=O)OC